C(#N)C1=CC=C(C=C1)C1N(CCCC1)C(=O)NCC=CS(=O)(=O)C 2-(4-cyanophenyl)-N-(3-(methylsulfonyl)allyl)piperidine-1-carboxamide